trans-N-[8-amino-6-[4-(2-hydroxyethyl)-3-pyridinyl]-2,7-naphthyridin-3-yl]-2-cyano-cyclopropanecarboxamide NC=1N=C(C=C2C=C(N=CC12)NC(=O)[C@H]1[C@@H](C1)C#N)C=1C=NC=CC1CCO